P(=O)([O-])([O-])[O-].[Na+].[Ba+2] barium-sodium phosphate